O1N=C(N=C1)NS(=O)(=O)N1N=CC2=CC=CC=C12 N-(1,2,4-oxadiazole-3-yl)-1H-indazole-1-sulfonamide